tert-Butyl 3-[5-[[1-(trifluoromethyl)cyclopropyl]methylamino]-2-pyridyl]azetidine-1-carboxylate FC(C1(CC1)CNC=1C=CC(=NC1)C1CN(C1)C(=O)OC(C)(C)C)(F)F